COC(=O)C1=CC=C2C(=N1)N(C=C2)COCC[Si](C)(C)C 1-((2-(trimethylsilyl)ethoxy)methyl)-1H-pyrrolo[2,3-b]pyridine-6-carboxylic acid methyl ester